CCCCCCCCCCCCCCCC/C=C\\OC[C@H](COP(=O)([O-])OCC[NH3+])OC(=O)CCCCCCC/C=C\\CCCCCCCC The molecule is a 1-(alk-1-enyl)-2-acyl-sn-glycero-3-phosphoethanolamine zwitterion in which the alk-1-enyl and acyl groups are specified as (1Z)-octadecenyl and (9Z)-octadecenoyl respectively; major species at pH 7.3. It is a 1-(Z)-alk-1-enyl-2-acyl-sn-glycero-3-phosphoethanolamine zwitterion and a 1-O-(1Z-octadecenyl)-2-acyl-sn-glycero-3-phosphoethanolamine zwitterion. It derives from a 1-O-octadecyl-2-oleoyl-sn-glycero-3-phosphoethanolamine zwitterion. It is a tautomer of a 1-(1Z-octadecenyl)-2-(9Z-octadecenoyl)-sn-glycero-3-phosphoethanolamine.